(7-oxabicyclo[4.1.0]hept-3-yl)methanol C12CC(CCC2O1)CO